ClC=1C(=NC(=NC1)N1CC(N(CC1)C(=O)OC(C)(C)C)(C)C)N1CC(C1)C(N(C)C(C)(C)C1=CN=C2N1C=CC=C2)=O tert-butyl 4-(5-chloro-4-(3-((2-(imidazo[1,2-a]pyridin-3-yl) propan-2-yl) (methyl) carbamoyl) azetidin-1-yl) pyrimidin-2-yl)-2,2-dimethylpiperazine-1-carboxylate